C1(=CC=CC=C1)NC1=CC(=C2C=CC=3C(=CC(=C4C=CC1=C2C34)C3CCCCC3)NC3=CC=CC=C3)C3CCCCC3 N,N'-diphenyl-3,8-dicyclohexyl-pyrene-1,6-diamine